CN1N=CC=C1C(=O)NC(C(NC1=CC=C2C(=C1)NC(C21CCOCC1)=O)=O)C1CC(C1)C 2-Methyl-N-{1-(3-methyl-cyclobutyl)-2-oxo-2-[(2-oxo-spiro[1H-indole-3,4'-oxane]-6-yl)amino]ethyl}pyrazole-3-carboxamide